TRIMAGNESIUM DISULFIDE [S-][S-].[Mg+2].[Mg+2].[Mg+2].[S-][S-].[S-][S-]